OC(=O)C(F)(F)F.NC=1C(=NC(=C(N1)F)C1=CC=C(C=C1)N1CCNCC1)C=1C=C2CCNC(C2=CC1F)=O 6-(3-amino-5-fluoro-6-(4-(piperazin-1-yl)phenyl)pyrazin-2-yl)-7-fluoro-3,4-dihydroisoquinolin-1(2H)-one TFA salt